but-1,3-diyne-1-sulfonate C(#CC#C)S(=O)(=O)[O-]